ClCCC1=CC=C(C=C1)CCCl 1,4-di(2-chloroethyl)benzene